C(C)(C)(C)OC1C(CC2N(CCC3=CC(=C(C=C23)OC)OC)C1)O (±)-3-(tert-butoxy)-9,10-dimethoxy-1,3,4,6,7,11b-hexahydro-2H-pyrido[2,1-a]isoquinolin-2-ol